ClC1=NC=C2C(=C(N=CC2=C1)N)N 7-chloro-2,6-naphthyridine-3,4-diamine